OC1=C(CNCC=2C(=C(C=CC2)NC(OC(C)(C)C)=O)F)C=CC(=C1)O tert-butyl (3-(((2,4-dihydroxybenzyl)amino)methyl)-2-fluorophenyl)carbamate